C(C1=CC=CC=C1)OC(=O)N[C@H](C)C(=O)O [(benzyloxy)carbonyl]-D-alanine